(S)-N-(3-(3-chloro-2-(3-methoxy-4-((((5-oxopyrrolidin-2-yl)methyl)amino)methyl)phenyl)pyridin-4-yl)-2-methylphenyl)-2-fluoro-4-(((2-hydroxyethyl)amino)methyl)benzamide ClC=1C(=NC=CC1C=1C(=C(C=CC1)NC(C1=C(C=C(C=C1)CNCCO)F)=O)C)C1=CC(=C(C=C1)CNC[C@H]1NC(CC1)=O)OC